1,2-ethane-diol C(CO)O